CC(CC)(CCCCC)NS(=O)(=O)C1=CC(=C(C(=O)O)C=C1)N1CCC2(CC2)CC1 4-(N-(3-Methyloctan-3-yl)sulfamoyl)-2-(6-azaspiro[2.5]octan-6-yl)benzoic acid